C(C)(C)(C)OC(=O)NC(=N)N(S(=O)(=O)F)C(=O)OC(C)(C)C N,N'-Di-tert-Butoxycarbonyl-N'-(fluorosulfonyl)guanidine